3-((2-(((1-(6-amino-5-(2,3-dichlorophenyl)pyrazin-2-yl)-4-methylpiperidin-4-yl)amino)methyl)phenyl)amino)piperidine-2,6-dione NC1=C(N=CC(=N1)N1CCC(CC1)(C)NCC1=C(C=CC=C1)NC1C(NC(CC1)=O)=O)C1=C(C(=CC=C1)Cl)Cl